C(C)OC(=O)N1C[C@@H]2N(OC[C@@]2(C1)C)CC1=CC=CC=C1 cis-1-benzyl-3a-methyltetrahydro-1H-pyrrolo[3,4-c]isoxazole-5(3H)-carboxylic acid ethyl ester